1-cyclobutyl-3-(4-fluorophenyl)-4-oxo-1,4-dihydropyridine-2,5-dicarboxamide C1(CCC1)N1C(=C(C(C(=C1)C(=O)N)=O)C1=CC=C(C=C1)F)C(=O)N